6-(5-methylimidazo[1,2-a]pyridin-6-yl)spiro[chromane-2,4'-piperidine] 2HCl Cl.Cl.CC1=C(C=CC=2N1C=CN2)C=2C=C1CCC3(CCNCC3)OC1=CC2